N-((3-(chloromethyl)-1-(2-oxo-1,2-dihydroquinolin-4-yl)pyrrolidin-3-yl)methyl)sulfamide ClCC1(CN(CC1)C1=CC(NC2=CC=CC=C12)=O)CNS(=O)(=O)N